C(=C)N(C(CC)=O)C N-vinyl-N-(methyl)propionamide